N-(2-cyano-7-phenylisoindolin-5-yl)-amide C(#N)N1CC2=C(C=C(C=C2C1)[NH-])C1=CC=CC=C1